FCC1(CC(C1)O)C#N 1-(fluoromethyl)-3-hydroxycyclobutane-1-carbonitrile